4-((3-chloro-4-fluorophenyl)amino)-7-methyl-1H-indole-2-carboxylic acid ethyl ester C(C)OC(=O)C=1NC2=C(C=CC(=C2C1)NC1=CC(=C(C=C1)F)Cl)C